2-ACETYLISONICOTINIC ACID C(C)(=O)C=1C=C(C(=O)O)C=CN1